BrC1=C2CN(C(C2=CC=C1)=O)N1C(CCCC1=O)=O (4-bromo-1-oxoisoindolin-2-yl)piperidine-2,6-dione